N-(benzo[b]thiophen-5-ylmethyl)-1-(2-(3-fluoro-4-methylphenyl)-2H-pyrazolo[3,4-d]pyrimidin-4-yl)pyrrolidine-3-carboxamide S1C2=C(C=C1)C=C(C=C2)CNC(=O)C2CN(CC2)C=2C=1C(N=CN2)=NN(C1)C1=CC(=C(C=C1)C)F